(E)-2-methyl-4-(4,4,5,5-tetramethyl-1,3,2-dioxaborolan-2-yl)but-3-en-2-ol CC(C)(\C=C\B1OC(C(O1)(C)C)(C)C)O